2-FLUORO-4-(CHLOROMETHYL)BENZALDEHYDE FC1=C(C=O)C=CC(=C1)CCl